CN1C(C=CC(=C1)O)CN(CC#C)CC1=CC=C(C=C1)C(F)(F)F 1-methyl-2-((4-trifluoromethylbenzyl-(propargyl)amino)methyl)-5-hydroxypyridin